9-(4'-bromo-[1,1'-biphenyl]-4-yl)-3,6-dichloro-9H-carbazole BrC1=CC=C(C=C1)C1=CC=C(C=C1)N1C2=CC=C(C=C2C=2C=C(C=CC12)Cl)Cl